N,N-dimethyl-2-(piperidin-3-yl)propan-2-amine CN(C(C)(C)C1CNCCC1)C